Ethyl 1-cyclopropyl-7-(1-((2,4-diaminopyrimidin-5-yl)methyl)indolin-5-yl)-6,8-difluoro-4-oxo-1,4-dihydroquinoline-3-carboxylate sulfate S(=O)(=O)(O)O.C1(CC1)N1C=C(C(C2=CC(=C(C(=C12)F)C=1C=C2CCN(C2=CC1)CC=1C(=NC(=NC1)N)N)F)=O)C(=O)OCC